6-amino-2-(3,5-dichloro-4-((2-chloro-4-methylquinolin-6-yl)oxy)phenyl)-1,2,4-triazine-3,5(2h,4h)-dione NC=1C(NC(N(N1)C1=CC(=C(C(=C1)Cl)OC=1C=C2C(=CC(=NC2=CC1)Cl)C)Cl)=O)=O